C12CCC(CC1)N2S(=O)(=O)NC(=O)C2=C(C=C(C(=O)O)C=C2)OCC 4-(((7-azabicyclo[2.2.1]heptan-7-yl)sulfonyl)carbamoyl)-3-ethoxybenzoic acid